NCCCC1=CC=CC=C1 amino-3-phenylpropan